3-(6-(methyl(piperidin-4-yl)amino)-4-oxo-3,4-dihydropyrido[3,4-d]pyrimidin-2-yl)bicyclo[1.1.1]pentane-1-carboxamide CN(C1=CC2=C(N=C(NC2=O)C23CC(C2)(C3)C(=O)N)C=N1)C1CCNCC1